Cl.C(C)N1C(N(C(C12CCNCC2)=O)C2=NC=CC(=C2)C(F)(F)F)=O 1-ethyl-3-(4-(trifluoromethyl)pyridin-2-yl)-1,3,8-triazaspiro[4.5]decane-2,4-dione hydrochloride